CS(=O)(=O)C1=CC=C(C=C1)[C@@H](CN[C@@H]([C@H]1CNC2=C(N1)N=CC=C2)C2=CC=CC=C2)C (S)-2-(4-(methylsulfonyl)phenyl)-N-((R)-phenyl((R)-1,2,3,4-tetrahydropyrido[2,3-b]pyrazin-3-yl)methyl)propan-1-amine